racemic-DL-tyrosine N[C@@H](CC1=CC=C(C=C1)O)C(=O)O |r|